5-Methoxy-4-(((2S)-2-(4-(methoxycarbonyl)phenyl)-4-(methoxymethyl)piperidin-1-yl)methyl)-7-methyl-1H-indole-1-carboxylic acid tert-butyl ester C(C)(C)(C)OC(=O)N1C=CC2=C(C(=CC(=C12)C)OC)CN1[C@@H](CC(CC1)COC)C1=CC=C(C=C1)C(=O)OC